NC1=C(C=CC(=C1)N)NC(C1=CC=C(C=C1)C1CCC(CC1)CCCCCCC)=O N-(2,4-diaminophenyl)-4-(4-heptylcyclohexyl)benzamide